ClC=1C=C(C=CC1Cl)[C@H](CN(C)C)NS(=O)(=O)C1=CC=C(C=C1)NC1=CC=CC=C1 (R)-N-(1-(3,4-dichlorophenyl)-2-(dimethylamino)ethyl)-4-(phenylamino)benzenesulfonamide